N=1C=CN2N=CC=C(C21)O imidazo[1,2-b]Pyridazin-8-ol